6-[2-oxo-8-[[4,8-difluoro-1-[2-(methylamino)ethyl]-6,7-dihydro-5H-cyclopenta[f]benzimidazol-6-yl]methyl]-1-oxa-3,8-diazaspiro[4.5]decan-3-yl]-4H-pyrazino[2,3-b][1,4]oxazin-3-one O=C1OC2(CN1C1=NC3=C(OCC(N3)=O)N=C1)CCN(CC2)CC2CC=1C(=C(C3=C(N(C=N3)CCNC)C1F)F)C2